C(C)N(CCCNC(=O)C1=CC2=C(N3C(S2)=NC(=C3)C3=CC=C(C=C3)[C@@H](C(F)(F)F)NC)C=C1)CC (S)-N-(3-(diethylamino)propyl)-2-(4-(2,2,2-trifluoro-1-(methylamino)ethyl)phenyl)benzo[d]imidazo[2,1-b]thiazole-7-carboxamide